2-((4-((4-cyanophenyl)amino)-6,7-dihydrothieno[3,2-d]pyrimidin-2-yl)thio)-2-methylpropanoic acid methyl ester COC(C(C)(C)SC=1N=C(C2=C(N1)CCS2)NC2=CC=C(C=C2)C#N)=O